C1=CC=CC=2C3=CC=CC=C3C(C12)CN(C(O)=O)[C@H](C(=O)NCCNC(=O)OC(C)(C)C)CC1=CC=CC=C1.C(C=C)(=O)O acrylic acid (9H-fluoren-9-yl)methyl-(S)-(1-((2-((tert-butoxycarbonyl)amino)ethyl)amino)-1-oxo-3-phenylpropan-2-yl)carbamate